3,3'-dicarboxy-4,4'-bis(4-amino-2-trifluoromethylphenoxy)biphenyl C(=O)(O)C=1C=C(C=CC1OC1=C(C=C(C=C1)N)C(F)(F)F)C1=CC(=C(C=C1)OC1=C(C=C(C=C1)N)C(F)(F)F)C(=O)O